CC=1N=NN(C1COC1=CC2=C(N=N1)CN(CC2)C(C)=O)C=2C=NC(=CC2)C 1-[3-{[4-methyl-1-(6-methylpyridin-3-yl)-1H-1,2,3-triazol-5-yl]methoxy}-5,8-dihydropyrido[3,4-c]pyridazin-7(6H)-yl]ethanone